N-[4-(2,6-dimethylphenyl)-6-phenoxy-pyrimidin-2-yl]-1-methyl-pyrazole-4-sulfonamide CC1=C(C(=CC=C1)C)C1=NC(=NC(=C1)OC1=CC=CC=C1)NS(=O)(=O)C=1C=NN(C1)C